CN(CC[C@H](CSC1=CC=CC=C1)N)C (R)-N1,N1-dimethyl-4-(phenylthio)butane-1,3-diamine